C1(CCCCC1)[C@@H](C)OC1=C(C(=O)NC2=C3CNCC3=CC=C2)C=C(C(=C1)N1N=C2N(CCCC2)C1=O)F 2-[(1R)-1-cyclohexylethoxy]-N-(2,3-dihydro-1H-isoindol-4-yl)-5-fluoro-4-(3-oxo-5,6,7,8-tetrahydro[1,2,4]triazolo[4,3-a]pyridin-2(3H)-yl)benzamide